2-hydroxyisophthalonitrile OC1=C(C#N)C=CC=C1C#N